O=C1C=NC=C(N1)C(=O)NCC1(CCC1)CC1=C(C=C(C(=C1)F)F)F 6-oxo-N-((1-(2,4,5-trifluorobenzyl)cyclobutyl)methyl)-1,6-dihydropyrazine-2-carboxamide